C(C)OC(CC1=NC=CN=C1)=O 2-pyrazin-2-yl-acetic acid ethyl ester